ClC(OC1=CC=C(C=C1)NC(=O)C1=CC(=C2C(C(NC2=C1)=O)(C)C)C=1C=C2C(=NC1)CC=1C2=NN(C1)C1=NC=CC=N1)(F)F N-(4-(chlorodifluoromethoxy)phenyl)-3,3-dimethyl-2-oxo-4-(2-(pyrimidin-2-yl)-2,4-dihydropyrazolo[3',4':3,4]cyclopenta[1,2-b]pyridin-7-yl)indoline-6-carboxamide